FC(OC=1C=C(C=CC1OC(F)F)/C=C/C1=NC=2N(C(N(C(C2N1C)=O)CC)=O)CC)F 8-[(E)-2-[3,4-bis(difluoromethoxy)phenyl]vinyl]-1,3-diethyl-7-methyl-purine-2,6-dione